(3R,5S)-1-[5-(6-methoxy-1,3-benzothiazol-2-yl)pyridin-2-yl]piperidine-3,5-diol COC1=CC2=C(N=C(S2)C=2C=CC(=NC2)N2C[C@@H](C[C@@H](C2)O)O)C=C1